3-[4-(3,9-diazaspiro[5.5]undecan-3-ylmethyl)-2-fluoro-phenyl]piperidine-2,6-dione C1CN(CCC12CCNCC2)CC2=CC(=C(C=C2)C2C(NC(CC2)=O)=O)F